N,N-dimethyl-5-((1-methylpyrrolidin-2-yl)methoxy)-2-(piperazin-1-yl)pyrimido[5,4-c]quinoline-8-carboxamide CN(C(=O)C=1C=CC=2C3=C(C(=NC2C1)OCC1N(CCC1)C)C=NC(=N3)N3CCNCC3)C